Decane-4-amine dihydrochloride Cl.Cl.CCCC(CCCCCC)N